2-(3-tert-butylamino-2-hydroxy-propylsulfanyl)-4-(5-carbamoyl-2-thienyl)thiazoleacryloxyethylnaphthalene-1,2,6-tricarboxylic acid C(C)(C)(C)NCC(CSC1(SC=C(N1)C=1SC(=CC1)C(N)=O)C=CC(=O)OCCC1=C(C(=C2C=CC(=CC2=C1)C(=O)O)C(=O)O)C(=O)O)O